ClC1=NC=CC2=C1C(N(C2=O)C2C(NC(CC2)=O)=O)=O 4-Chloro-2-(2,6-dioxo-3-piperidyl)pyrrolo[3,4-c]pyridine-1,3-dione